C(C)(=O)OC1=CC2=C(CCO2)C=C1 2,3-dihydrobenzofuran-6-yl acetate